BrC=1C=C(N)C=C(C1OC=1C2=C(N=CN1)N(C=C2)S(=O)(=O)C2=CC=C(C)C=C2)Br 3,5-Dibromo-4-((7-(4-toluenesulfonyl)-7H-pyrrolo[2,3-d]pyrimidin-4-yl)oxy)aniline